FC1=C(COC2=C(C(N(C(=C2)C)CC=2C=C(C(=O)NCCN)C=CC2)=O)Br)C=CC(=C1)F 3-((4-(2,4-difluorobenzyloxy)-3-bromo-6-methyl-2-oxopyridin-1(2H)-yl)methyl)-N-(2-aminoethyl)benzamide